3-(4-(3-azabicyclo[3.1.1]heptan-6-yl)-6,7-difluoro-1-oxoisoindolin-2-yl)piperidine-2,6-dione C12CNCC(C1C1=C3CN(C(C3=C(C(=C1)F)F)=O)C1C(NC(CC1)=O)=O)C2